ClC=1NC(=C(N1)Cl)C(=O)O 2,4-dichloro-1H-imidazole-5-carboxylic acid